(E)-N-[2-[2-(1-hydroxy-1-methylethyl)-6,7-dihydro-4H-pyrazolo[1,5-a]pyrazin-5-yl]-2-oxoethyl]-3-[4-(trifluoromethyl)phenyl]prop-2-enamide OC(C)(C)C1=NN2C(CN(CC2)C(CNC(\C=C\C2=CC=C(C=C2)C(F)(F)F)=O)=O)=C1